1,4-dimercapto-2-(trimethoxysilyl)butane SCC(CCS)[Si](OC)(OC)OC